6-tert-butyl-N-(3-{1-ethyl-5-[(methylamino)methyl]-1H-indol-2-yl}prop-2-yn-1-yl)pyridin-3-amine C(C)(C)(C)C1=CC=C(C=N1)NCC#CC=1N(C2=CC=C(C=C2C1)CNC)CC